C1=CC=CC=2C=CC=3OC4=C(C3C12)C(=CC=C4)OS(=O)(=O)C(F)(F)F.FC4=C(C=CC(=C4F)C(F)(F)F)NC4=C(C=C(C=C4)C(C(=O)N)=C)C=4N=CN(C4)C (4-((2,3-difluoro-4-(trifluoromethyl)phenyl)amino)-3-(1-methyl-1H-imidazol-4-yl)phenyl)acrylamide naphtho[2,1-b]benzofuran-11-yl-trifluoromethanesulfonate